FC1=C(C=C(C=C1C(F)(F)F)C1=NOC(=C1)CO)OC (3-(4-Fluoro-3-methoxy-5-(trifluoromethyl)phenyl)isoxazol-5-yl)methanol